2-acryloxy-n-pentylthio-5-n-propylthio-1,3,4-thiadiazole C(C=C)(=O)OC(CSC=1SC(=NN1)SCCC)CCC